ClCC1=NC2=CC=CC=C2C(N1C)=O 2-(chloromethyl)-3-methyl-quinazolin-4(3H)-one